(3S,4S)-4-(3-(3-(4-fluorophenyl)-3-oxopropanyl)-2-hydroxy-4,6-dimethoxyphenyl)-1-methylpiperidin-3-yl acetate C(C)(=O)O[C@@H]1CN(CC[C@H]1C1=C(C(=C(C=C1OC)OC)CCC(=O)C1=CC=C(C=C1)F)O)C